(RS)-2-(1-benzothiophen-6-yl)-6-methyl-3-(pyridin-4-yl)-4,5,6,7-tetrahydropyrazolo[1,5-a]pyrazine hydrogen chloride Cl.S1C=CC2=C1C=C(C=C2)C2=NN1C(CN[C@@H](C1)C)=C2C2=CC=NC=C2 |r|